4-(4-bromo-2,6-dimethylphenyl)-3,6-dihydro-2H-pyran BrC1=CC(=C(C(=C1)C)C=1CCOCC1)C